ClC=1C=C2C=C(NC2=CC1OCC=1N=CSC1)CNC([C@@H](C)O)=O (R)-N-((5-chloro-6-(thiazol-4-ylmethoxy)-1H-indol-2-yl)methyl)-2-hydroxypropanamide